C(C)(C)(C)OC(=O)N1C2CC3(N(C(C=4N3C(C=CC4Cl)=O)=O)Br)CC1CC2 bromo-8'-chloro-1',5'-dioxo-1',5'-dihydro-2'H-8-azaspiro[bicyclo[3.2.1]octane-3,3'-imidazo[1,5-a]pyridine]-8-carboxylic acid tert-butyl ester